COC1=CC(=C(C=C1NC1=NC=CC(=N1)N1N=C(C2=CC=C(C=C12)OC)C)C=CC(=O)[NH-])N(CCN1CCCC1)C N-(4-methoxy-5-((4-(6-methoxy-3-methyl-1H-indazol-1-yl)pyrimidin-2-yl)amino)-2-(methyl-(2-(pyrrolidin-1-yl)ethyl)amino)phenyl)acryloylamide